OC=1C=C2CC(N(C2=CC1)C1C(N(C(CC1)=O)C(=O)OC(C)(C)C)=O)=O Tert-Butyl 3-(5-hydroxy-2-oxoindolin-1-yl)-2,6-dioxopiperidine-1-carboxylate